4-amino-1,2,4-triazinedione NN1C(NN=CC1=O)=O